O-(2-azidoethyl)-N-methylhydroxylamine N(=[N+]=[N-])CCONC